((9R,14S)-14-Amino-9-trifluoromethyl-8,16,18-triaza-tricyclo[13.2.1.02,7]octadeca-1(17),2,4,6,15(18)-pentaen-5-yl)-carbamic acid methyl ester COC(NC1=CC=C2C3=CNC([C@H](CCCC[C@@H](NC2=C1)C(F)(F)F)N)=N3)=O